(2-cyano-5-(2-oxooxazolidin-3-yl)phenyl)isoindoline-2-carbonitrile C(#N)C1=C(C=C(C=C1)N1C(OCC1)=O)C1N(CC2=CC=CC=C12)C#N